C(C1=CC=CC=C1)OC(=O)N[C@@H](C(=O)O)C1CCC2(OCCO2)CC1 (R)-2-(((benzyloxy)carbonyl)amino)-2-(1,4-dioxaspiro[4.5]decan-8-yl)acetic acid